[Si](C)(C)(C(C)(C)C)O[C@H]1CN(CC1)C(=O)N1CN(C=C1)C (R)-1-(3-((tert-butyldimethylsilyl)oxy)pyrrolidine-1-carbonyl)-3-methyl-1H-imidazole